C1(=CC=CC=C1)NCC(=O)OCCCC N-phenylglycine, 1-butyl ester